CC1OC2(CCC3C1(CC(CC3)(C)C)C2C)C 1,3,8,8,10-pentamethyloctahydro-1H-3,9a-methanobenzo[c]oxepine